C(C1=CC=CC=C1)S(=O)(=O)CC1=CC=CC=C1 benzyl sulfone